O=C1NC(CCC1N1C(C2=CC=C(C(=C2C1)F)CNC(OC(C)(C)C)=O)=O)=O tert-Butyl N-[[2-(2,6-dioxo-3-piperidyl)-4-fluoro-1-oxo-isoindolin-5-yl]methyl]carbamate